N-ethylbenzo[d]oxazole C(C)N1COC2=C1C=CC=C2